C1=CC=C(C=2SC3=C(C21)C=CC=C3)C=C3C(C2=CC=C(C=C2C3)O)=O 2-(dibenzo[b,d]thiophene-4-ylmethylene)-5-hydroxy-2,3-dihydro-1H-inden-1-one